C(#N)NC#N.C(CC)N1CN(C=C1)C 1-propyl-3-methylimidazole dicyanoamine salt